C1[C@H]2N(CCN1C1=C(C=NC=3NC4=C(C=C(C(=C4C31)F)F)NC)C=3C=C1C(C(=CN(C1=NC3)C)C(=O)O)=O)CCC2 6-[4-[(8aS)-3,4,6,7,8,8a-hexahydro-1H-pyrrolo[1,2-a]pyrazin-2-yl]-5,6-difluoro-8-(methylamino)-9H-pyrido[2,3-b]indol-3-yl]-1-methyl-4-oxo-1,8-naphthyridine-3-carboxylic acid